(S)-3-(5-(4-((1-(4-((1R,2R)-6-hydroxy-2-neopentyl-1,2,3,4-tetrahydronaphthalene-1-yl)phenyl)piperidin-4-yl)methyl)piperazin-1-yl)-1-oxoisoindolin-2-yl)piperidine-2,6-dione OC=1C=C2CC[C@@H]([C@@H](C2=CC1)C1=CC=C(C=C1)N1CCC(CC1)CN1CCN(CC1)C=1C=C2CN(C(C2=CC1)=O)[C@@H]1C(NC(CC1)=O)=O)CC(C)(C)C